1,4-Dichlorobenzo[g]phthalazine ClC1=NN=C(C=2C=C3C(=CC12)C=CC=C3)Cl